C(CCCCCCCCCCC)C1(C(=O)N)CC(C(=O)N)(CC(=C1)O)CCCCCCCCCCCC 1,3-didodecyl-5-hydroxyisophthalamide